O=C(C(=O)NC(C(N[C@@H](CC)C1=CC=CC=C1)=O)C=1C=NC=CC1)C 2-oxo-N-(2-oxo-2-(((S)-1-phenylpropyl)amino)-1-(pyridin-3-yl)ethyl)propanamide